tert-butyl-5-(4,4,5,5-tetramethyl-1,3,2-dioxaborolan-2-yl)-3,4-dihydropyridine-1(2H)-carboxylate C(C)(C)(C)OC(=O)N1CCCC(=C1)B1OC(C(O1)(C)C)(C)C